2-oxo-2H-acenaphthylene O=C1CC=2C=CC=C3C=CC=C1C23